C(C)(=O)C1=NC=CC(=N1)COC1=CC=C(C=C1)C(C)(C)C1=CC=C(OC[C@@H]2N(CC2)C=2C=C3C(N(C(C3=CC2)=O)C2C(NC(CC2)=O)=O)=O)C=C1 5-((R)-2-((4-(2-(4-((2-acetylpyrimidin-4-yl)methoxy)phenyl)propan-2-yl)phenoxy)methyl)azetidin-1-yl)-2-(2,6-dioxopiperidin-3-yl)isoindoline-1,3-dione